3-methyl-1-oxobutan-2-yl-carbamic acid CC(C(C=O)NC(O)=O)C